FC=1C=NN(C1)C=1C=CC(=C(C1)O)C=1N=NC(=CC1)N(C)[C@@H]1[C@@H]([C@H]2C=C[C@@H](C1)N2)F 5-(4-fluoro-1H-pyrazol-1-yl)-2-(6-(((1R,2R,3S,5R)-2-fluoro-8-azabicyclo[3.2.1]oct-6-en-3-yl)(methyl)amino)pyridazin-3-yl)phenol